platinum-silver-zirconium [Zr].[Ag].[Pt]